(R)-2,5,7,8-tetramethyl-2-((3-(trimethylsilyl)propoxy)methyl)chroman-6-ol C[C@]1(OC2=C(C(=C(C(=C2CC1)C)O)C)C)COCCC[Si](C)(C)C